[4'-(1-naphthyl)biphenyl-4-yl](phenyl)[4-(9-phenyl-9H-carbazol-3-yl)phenyl]amine C1(=CC=CC2=CC=CC=C12)C1=CC=C(C=C1)C1=CC=C(C=C1)N(C1=CC=C(C=C1)C=1C=CC=2N(C3=CC=CC=C3C2C1)C1=CC=CC=C1)C1=CC=CC=C1